1-[2-(2-methylphenyl)-2,3-dihydro-1H-indol-3-yl]methylamine CC1=C(C=CC=C1)C1NC2=CC=CC=C2C1CN